1-methyl-3-propyl-1,6-dihydro-7H-pyrazolo[4,3-d]Pyrimidin-7-one CN1N=C(C=2N=CNC(C21)=O)CCC